2-[1-[[4-[5-(trifluoromethyl)-1,2,4-oxadiazol-3-yl]phenyl]methyl]benzimidazol-2-yl]acetonitrile FC(C1=NC(=NO1)C1=CC=C(C=C1)CN1C(=NC2=C1C=CC=C2)CC#N)(F)F